COC=1C=C(C(=O)N)C=CC1[N+](=O)[O-] 3-methoxy-4-nitrobenzamide